2-amino-5-fluoro-4-(trifluoromethoxy)benzoic acid methyl ester COC(C1=C(C=C(C(=C1)F)OC(F)(F)F)N)=O